ClC=1C=CC(=C(C1)CC(=O)NC1=CC(=NC=C1)C(=O)N)O 4-[[2-(5-chloro-2-hydroxy-phenyl)acetyl]amino]pyridine-2-carboxamide